NCC(=O)NC1=CC=C(C=C1)C1=NNC(=C1C(=O)N)NC1=CC(=NC=C1)OCCOC 3-(4-(2-aminoacetamido)phenyl)-5-((2-(2-methoxyethoxy)pyridin-4-yl)amino)-1H-pyrazole-4-carboxamide